4-(4-methyl-1-propionylindol-5-yl)benzoic acid CC1=C2C=CN(C2=CC=C1C1=CC=C(C(=O)O)C=C1)C(CC)=O